glycylglycinyl-L-phenylalanyl-glycine 2,5-dioxopyrrolidin-1-yl ester O=C1N(C(CC1)=O)OC(CNC([C@@H](NC(CNC(CN)=O)=O)CC1=CC=CC=C1)=O)=O